COC1=NC=CC(=C1C1=CNC2=NC(=CC=C21)NC(=O)[C@H]2[C@H](C2)F)OC (1S,2S)-N-[3-(2,4-dimethoxypyridin-3-yl)-1H-pyrrolo[2,3-b]pyridin-6-yl]-2-fluorocyclopropane-1-carboxamide